N,N'-bis(3-aminopropyl)ethylene-diamine NCCCNCCNCCCN